COC=1C(=CC=2C3=C(C=NC2C1)N(C(N3C3=CC=C1C(=N3)NC=C1)=O)C)C=1C=NN(C1)C 7-Methoxy-3-methyl-8-(1-methyl-1H-pyrazol-4-yl)-1-(1H-pyrrolo[2,3-b]pyridin-6-yl)1,3-dihydroimidazo[4,5-c]quinolin-2-one